trans-N-(8-amino-6-(2,6-dichlorophenyl)isoquinolin-3-yl)-2-(1-methyl-1H-pyrazol-4-yl)cyclopropane-1-carboxamide NC=1C=C(C=C2C=C(N=CC12)NC(=O)[C@H]1[C@@H](C1)C=1C=NN(C1)C)C1=C(C=CC=C1Cl)Cl